FC1=C(C=C(C=C1)NC(=O)NCC1=CNC(C2=CC=CC=C12)=O)C 1-(4-fluoro-3-methylphenyl)-3-((1-oxo-1,2-dihydroisoquinolin-4-yl)methyl)urea